ClC=1C=CC(=C(C1)C=1N=CN(C(C1)=O)[C@H]1CCCCCNC([C@H]2CCCN2C=2C=CC=C1C2)=O)N2N=NC(=C2)Cl (6R,14S)-14-{4-[5-chloro-2-(4-chloro-1H-1,2,3-triazol-1-yl)phenyl]-6-oxo-1,6-dihydropyrimidin-1-yl}-2,8-diazatricyclo[13.3.1.02,6]nonadeca-1(19),15,17-trien-7-one